R and S-3-(6-(4-(morpholinomethyl)benzyl)-2-oxobenzo[cd]indol-1(2H)-yl)piperidine-2,6-dione O1CCN(CC1)CC1=CC=C(CC=2C=3C4=C(C(N(C4=CC2)[C@H]2C(NC(CC2)=O)=O)=O)C=CC3)C=C1 |r|